BrC=1C(=C(C=CC1)C[C@@H](C)NCC(COC)(C)F)C N-((R)-1-(3-bromo-2-methylphenyl)propan-2-yl)-2-fluoro-3-methoxy-2-methylpropan-1-amine